N1(CCCC1)CCCOC=1C=C(C=C2CCCOC12)NC(OC(C)(C)C)=O tert-butyl (8-(3-(pyrrolidin-1-yl)propoxy)chroman-6-yl)carbamate